N-(2-bromo-4-chlorophenyl)-2-((4-(5-fluoro-2-methyl-4-oxoquinazolin-3(4H)-yl)phenyl)thio)acetamide BrC1=C(C=CC(=C1)Cl)NC(CSC1=CC=C(C=C1)N1C(=NC2=CC=CC(=C2C1=O)F)C)=O